N-methyl-3-((4-((2-methyl-4-phenylthiazol-5-yl)oxy)pyridin-2-yl)amino)benzamide methyl-4-bromo-3-((tert-butoxycarbonyl)(methyl)amino)benzoate COC(C1=CC(=C(C=C1)Br)N(C)C(=O)OC(C)(C)C)=O.CNC(C1=CC(=CC=C1)NC1=NC=CC(=C1)OC1=C(N=C(S1)C)C1=CC=CC=C1)=O